BrC1=CC(=C(N)C=C1)N1CCC(CC1)CC=C 4-bromo-2-[4-(prop-2-en-1-yl)piperidin-1-yl]aniline